tert-butyl N-[2-fluoro-6-[2-[(4-methoxyphenyl)methyl]-5-methyl-4-nitro-pyrazol-3-yl]-4-morpholino-phenyl]carbamate FC1=C(C(=CC(=C1)N1CCOCC1)C=1N(N=C(C1[N+](=O)[O-])C)CC1=CC=C(C=C1)OC)NC(OC(C)(C)C)=O